F[C@]12[C@H]3CC[C@@]4([C@H](CC[C@H]4[C@@H]3CC[C@@H]2C[C@](CC1)(COC)O)C(CN1N=CC(=C1)C#N)=O)C 1-(2-((3R,5R,8S,9S,10R,13S,14S,17S)-10-Fluoro-3-hydroxy-3-(methoxymethyl)-13-methylhexadecahydro-1H-cyclopenta[a]phenanthren-17-yl)-2-oxoethyl)-1H-pyrazole-4-carbonitrile